O=C1NC(CCC1N1C(N(C2=C1C=CC=C2CCCCCC=O)C)=O)=O 6-[1-(2,6-dioxo-3-piperidyl)-3-methyl-2-oxobenzimidazol-4-yl]hexanal